BrC1=CC(=NC=C1)C(C)OC1CC1 4-bromo-2-[1-(cyclopropoxy)ethyl]pyridine